(±)-tert-butyl (1S,2R,3R,5R)-3-((6-chloropyridazin-3-yl)amino)-2-fluoro-9-azabicyclo[3.3.1]nonane-9-carboxylate ClC1=CC=C(N=N1)N[C@H]1[C@H]([C@@H]2CCC[C@H](C1)N2C(=O)OC(C)(C)C)F |r|